Br(=O)[O-].C(CCCCCCCCC)[N+](C)(C)CCCCCCCCCC didecyldimethylammonium bromite